N1N=C(C=C1)C1=NN=CO1 5-pyrazolyl-1,3,4-oxadiazole